1-(4-methoxy-1-benzofuran-5-yl)-3-phenylpropan-1,3-dione COC1=C(C=CC2=C1C=CO2)C(CC(=O)C2=CC=CC=C2)=O